N1C=NC2=C1C=C(C=C2)OC2=C(C=C(C=C2Br)N2N=C(C(NC2=O)=O)C#N)Br 2-(4-((1H-benzo[d]imidazol-6-yl)oxy)-3,5-dibromophenyl)-3,5-dioxo-2,3,4,5-tetrahydro-1,2,4-triazine-6-carbonitrile